Oleoyl-rac-glycerol C(CCCCCCC\C=C/CCCCCCCC)(=O)C(O)C(O)CO